3-(1H-pyrazol-4-yl)-propylamine hydrochloride Cl.N1N=CC(=C1)CCCN